C(=C)NC1=CC=C(C2=CC=C(NC=C)C=C2)C=C1 divinylbenzidine